C(C)(C)(C)OC(=O)N1CC2N(C(C3=C1C=CC(=C3)OC)=O)CC(C2)=C 7-methoxy-2-methylene-5-oxo-2,3,11,11a-tetrahydro-1H-pyrrolo[2,1-c][1,4]Benzodiazepine-10(5H)-carboxylic acid tert-butyl ester